[N+](=O)([O-])C=1C(=C(C(=O)O)C=C(C1F)[N+](=O)[O-])Cl 3,5-dinitro-2-chloro-4-fluorobenzoic acid